C(C)N1C=NC2=C1N=NC=C2C=2C=CC(=C(C2)C=2C(=CC=1N(C2)C=C(N1)CO)OC)F (6-(5-(7-Ethyl-7H-imidazo[4,5-c]pyridazin-4-yl)-2-fluorophenyl)-7-methoxyimidazo[1,2-a]pyridin-2-yl)methanol